C(N1N=CC(=C1)C=1C=CC=C(C1)O)([2H])([2H])[2H] 5-(1-(methyl-d3)-1H-pyrazol-4-yl)phenol